3-bromo-1-propanol BrCCCO